NC=1C(=C(C=CC1)C1=NC=CC(=C1Cl)C1=NC(=C(C=C1)CCN(C(OC(C)(C)C)=O)C[C@H]1NC(CC1)=O)OC)Cl tert-butyl (S)-(2-(2'-(3-amino-2-chlorophenyl)-3'-chloro-6-methoxy-[2,4'-bipyridin]-5-yl)ethyl)((5-oxopyrrolidin-2-yl)methyl)carbamate